C(C1=CC=CC=C1)NCCC1=CC=CC2=CC=C(C=C12)OC N-Benzyl-2-(7-methoxynaphthalen-1-yl)ethan-1-amine